C(#N)C1=C(C=C(C=C1)B(O)O)C 4-CYANO-3-METHYLPHENYLBORONIC ACID